fluoroformyl chloride FC(=O)Cl